C(C(=C)C)(=O)OCCC[Si](OCC)(OCC)OCC gamma-(methacryloxy)propyltriethoxysilane